OC1=C(N(N=C1C)CCC1=CC=NC=C1)C1=NNC(=N1)N1N=C(C=2C1=CN=C(C2)C)C(=O)N 1-[3-[4-Hydroxy-5-methyl-2-[2-(4-pyridinyl)ethyl]pyrazol-3-yl]-1H-1,2,4-triazol-5-yl]-5-methyl-pyrazolo[3,4-c]pyridine-3-carboxamide